N1=CC=CC2=C1N=C1N(C=3C=CC=CC3C1)C2=O pyrido[2',3':4,5]pyrimido[1,2-a]indol-5(11H)-one